4-(6-(4-(4-bromophenyl)-1-methyl-1H-imidazol-5-yl)quinolin-3-yl)-2-methylbut-3-yn-2-ol BrC1=CC=C(C=C1)C=1N=CN(C1C=1C=C2C=C(C=NC2=CC1)C#CC(C)(O)C)C